N(=[N+]=[N-])C[C@H]1CN(CC1)C(=O)OC(C)(C)C tert-butyl (R)-3-(azidomethyl)pyrrolidine-1-carboxylate